ClC=1C(=C(C=C(C1)F)NC(=S)C=1C(NCCC1O)=O)OC N-(3-chloro-5-fluoro-2-methoxyphenyl)-4-hydroxy-2-oxo-1,2,5,6-tetrahydropyridine-3-thiocarboxamide